FC(C1=C(C(=O)Cl)C=CC=C1)(F)F 2-Trifluoromethylbenzoyl chloride